NC=1SC=C(N1)/C(/C(=O)N[C@H]1[C@@H]2N(C(=C(CS2)C)C(=O)O)C1=O)=N/OC 7β-[2-(2-Aminothiazol-4-yl)-(Z)-2-methoxyiminoacetamido]3-methyl-3-cephem-4-carboxylic Acid